(R)-2-methyl-4,5,6,7-tetrahydrobenzo[d]thiazol-6-amine CC=1SC2=C(N1)CC[C@H](C2)N